NC1=NC2=C(C=CC=C2C(=N1)C(=O)NCC1=NC(=CC=C1)COCC(C)C)OC 2-amino-N-[[6-(isobutoxymethyl)-2-pyridyl]methyl]-8-methoxy-quinazoline-4-carboxamide